C(CC)N[SiH2]C=C(C)C (n-propylamino)dimethylvinylsilane